CC=1C(=NC(NC1)=O)NC(C1=CC=CC=C1)=O 5-methyl-4-N-benzoylcytosine